((1s,3s)-3-hydroxy-3-methylcyclobutyl)(6-(pyridin-4-ylmethyl)-2-azaspiro[3.3]hept-2-yl)methanone OC1(CC(C1)C(=O)N1CC2(C1)CC(C2)CC2=CC=NC=C2)C